BrC=1C=C(C=CC1)C1=NNC=C1 3-(3-bromophenyl)-1H-pyrazole